FC=1C=C(C=NC1)C1=CC(=NC(=C1)C([2H])([2H])[2H])C(=O)NN 5-Fluoro-6'-(methyl-d3)-[3,4'-bipyridine]-2'-carbohydrazide